4,4-difluoro-N-[(1S)-3-[(1r,5s)-3-(3-methyl-5-propan-2-yl-1,2,4-triazol-4-yl)-8-azabicyclo[3.2.1]oct-8-yl]-1-phenylpropyl]cyclohexane-1-carboxamide FC1(CCC(CC1)C(=O)N[C@@H](CCN1[C@H]2CC(C[C@@H]1CC2)N2C(=NN=C2C(C)C)C)C2=CC=CC=C2)F